1-(2-chloro-6-methylpyrimidin-4-yl)ethan-1-one N1-Methylpseudouridine-5'-Triphosphate P(O)(=O)(OP(=O)(O)OP(=O)(O)O)OC[C@@H]1[C@H]([C@H]([C@@H](O1)C1=CN(C(=O)NC1=O)C)O)O.ClC1=NC(=CC(=N1)C(C)=O)C